3-[6-(3-acetylphenyl)pyridine-3-ylazo]-4-aminonaphthalene C(C)(=O)C=1C=C(C=CC1)C1=CC=C(C=N1)N=NC=1C=CC2=CC=CC=C2C1N